C(C)N(C=NC1=C(C=C(C(=C1)F)C1(COC1)OCC1=CC(=CC=C1)C)C)C N-ethyl-N'-(5-fluoro-2-methyl-4-(3-((3-methylbenzyl)oxy)oxetan-3-yl)phenyl)-N-methylformimidamide